[N-]=C=O.C(C)(C)C1=CC(=C(C(=C1Cl)Cl)Cl)C(C)C 2,6-diisopropyl-3,4,5-trichlorobenzene isocyanate